CC1=CC=C(C=C1)[S@](=O)N=CC1CC2(CC2)CCC1 (S)-4-methyl-N-(spiro[2.5]octan-5-ylmethylene)benzenesulfinamide